trans-5-chloro-2-methyl-2,3,3a,12b-tetrahydro-1H-dibenz[2,3:6,7]oxepino[4,5-c]pyrrole ClC=1C=CC2=C([C@@H]3[C@H](CN(C3)C)C3=C(O2)C=CC=C3)C1